1,2,3,3a-tetrahydropyrrolo[1'',2'':4',5']pyrazino[2',3':5,6]pyrido[2,3-d]pyrimidin-4(5H)-one C1CCC2N1C=1C(=CC=3C(=NC=NC3)N1)NC2=O